ClCOC(CNC(=O)OC(C)(C)C)=O N-[(1,1-dimethylethoxy)carbonyl]glycine chloromethyl ester